Thian-decane SCCCCCCCCC